2-(4,4-dimethyl-1-piperidinyl)-8-(hydroxymethyl)-6-methyl-chromen-4-one CC1(CCN(CC1)C=1OC2=C(C=C(C=C2C(C1)=O)C)CO)C